ClC=1C(=NC(=NC1)N1C[C@H](C[C@@H](C1)O)F)NC1=CC=2C3=C(C(N(C2C=C1)C)=O)OCC([C@@H](N3)C3CC3)(F)F (S)-10-((5-chloro-2-((3S,5S)-3-fluoro-5-hydroxypiperidin-1-yl)pyrimidin-4-yl)amino)-2-cyclopropyl-3,3-difluoro-7-methyl-1,2,3,4-tetrahydro-[1,4]oxazepino[2,3-c]quinolin-6(7H)-one